2-(4-((2-(2,6-dimethylpyridin-4-yl)-3-isopropyl-1H-indol-5-yl)oxy)piperidin-1-yl)-N,N-dimethylacetamide CC1=NC(=CC(=C1)C=1NC2=CC=C(C=C2C1C(C)C)OC1CCN(CC1)CC(=O)N(C)C)C